CC1=CC=CC(=N1)CN C-(6-methyl-pyridin-2-yl)-methylamine